NC1=NC=NC=2N(C3=CC=C(C=C3C21)C)CC(=O)OCCCC butyl 2-(4-amino-6-methyl-9H-pyrimido[4,5-b]indol-9-yl)acetate